BrCC1=NC(=NC=C1)C1=CC(=C(C=C1)F)OC (bromomethyl)-2-(4-fluoro-3-methoxyphenyl)pyrimidine